N[C@H](C)C=1C=C(C=CC1)C(CO)(F)F 2-[3-[(1R)-1-aminoethyl]phenyl]-2,2-difluoroethanol